C(CC(C)N=C=O)N=C=O 1,3-butylenediisocyanate